N-[6-cyano-1-[(1-oxo-2H-isoquinolin-5-yl)sulfonyl]indol-4-yl]acetamide C(#N)C1=CC(=C2C=CN(C2=C1)S(=O)(=O)C1=C2C=CNC(C2=CC=C1)=O)NC(C)=O